N-(2-aminophenyl)pent-4-ynylamide NC1=C(C=CC=C1)C#CCCC[NH-]